4-(2,6,6-trimethylcyclohex-2-eneyl)-but-3-en-2-one CC=1C(C(CCC1)(C)C)C=CC(C)=O